2-(3-fluoro-5-isopropyl-2-methoxyphenyl)-2-((R)-3-(4-((R)-1,2,3,4-tetrahydro-1,8-naphthyridin-2-yl)butoxy)pyrrolidin-1-yl)acetic acid FC=1C(=C(C=C(C1)C(C)C)C(C(=O)O)N1C[C@@H](CC1)OCCCC[C@H]1NC2=NC=CC=C2CC1)OC